ClC=1C(=NC=CC1)SC 3-chloro-2-(methylthio)pyridine